N-[6-(5-chloro-1,3-benzoxazol-2-yl)spiro[3.3]heptan-2-yl]-2-(cyclopropylmethylsulfonyl)pyridine-4-carboxamide ClC=1C=CC2=C(N=C(O2)C2CC3(CC(C3)NC(=O)C3=CC(=NC=C3)S(=O)(=O)CC3CC3)C2)C1